cyanoethyltris(trimethylsiloxy)silane C(#N)CC[Si](O[Si](C)(C)C)(O[Si](C)(C)C)O[Si](C)(C)C